ClC1=NC(=NC(=C1)C)N1CCCC1 4-chloro-6-methyl-2-pyrrolidin-1-ylpyrimidine